Cl.CN([C@]1(C([C@@](CCC1)(C)O)=O)C1=CC=C(C=C1)C(F)(F)F)C (2S,6S)-2-dimethylamino-6-hydroxy-6-methyl-2-(4-(trifluoromethyl)phenyl)cyclohexan-1-one hydrochloride